2,3-dibromo-propyl ether BrC(COCC(CBr)Br)CBr